5-methoxy-4-((E)-2-(trans-4-(trifluoromethyl)cyclohexyl)vinyl)picolinamide formate C(=O)O.COC=1C(=CC(=NC1)C(=O)N)\C=C\[C@@H]1CC[C@H](CC1)C(F)(F)F